1-(((1R,4R)-4-(aminomethyl)cyclohexyl)methyl)-2-butyl-7-(pyrrolidin-1-yl)-1H-imidazo[4,5-d]pyridazin-4-amine NCC1CCC(CC1)CN1C(=NC=2C1=C(N=NC2N)N2CCCC2)CCCC